CC(C(=O)O)CCC(CC)C 2,5-dimethylheptanoic acid